N-(3-aminopropyl)-1,4-diazabicyclo[2.2.2]octane-2-carboxamide NCCCNC(=O)C1N2CCN(C1)CC2